BrCC(C(C(=O)OC)(C)C1=CC=C(C=C1)OC)=O methyl 4-bromo-2-(4-methoxyphenyl)-2-methyl-3-oxobutanoate